tert-butyl-((5-hydroxy-1-(4-(trifluoromethyl)phenyl)-1H-indazol-3-yl)methyl)carbamate C(C)(C)(C)OC(NCC1=NN(C2=CC=C(C=C12)O)C1=CC=C(C=C1)C(F)(F)F)=O